benzyl 4-(3-((S)-3-(tert-butoxy)-2-((R)-1-(tert-butoxycarbonyl)pyrrolidin-3-yl)-3-oxopropyl)benzyl)-4-(hydroxymethyl)piperidine-1-carboxylate C(C)(C)(C)OC([C@@H](CC=1C=C(CC2(CCN(CC2)C(=O)OCC2=CC=CC=C2)CO)C=CC1)[C@@H]1CN(CC1)C(=O)OC(C)(C)C)=O